(6-((5-bromo-2-((2-methoxy-5-nitrophenyl)amino)pyrimidin-4-yl)amino)quinoxalin-5-yl)dimethylphosphine oxide BrC=1C(=NC(=NC1)NC1=C(C=CC(=C1)[N+](=O)[O-])OC)NC=1C(=C2N=CC=NC2=CC1)P(C)(C)=O